4-(2-cyclobutyl-2,8-diazaspiro[4.5]decan-8-yl)-2-(pyridin-4-yl)pyrido[3,4-d]pyrimidine C1(CCC1)N1CC2(CC1)CCN(CC2)C=2C1=C(N=C(N2)C2=CC=NC=C2)C=NC=C1